N-(4-(8,9,10,11-tetrahydro-3H-pyrazolo[4,3-a]phenanthridin-7-yl)phenyl)acetamide C1=NNC=2C1=C1C=3CCCCC3C(=NC1=CC2)C2=CC=C(C=C2)NC(C)=O